FC=1C(=NC=CC1)C=1C(=NC=CC1)C(=O)N1[C@@H]2[C@@H](C[C@H](C1)C2)NC2=NC=C(C=C2)C(F)(F)F (3-fluoro-[2,3'-bipyridin]-2'-yl)((1S,4S,6R)-6-((5-(trifluoromethyl)pyridin-2-yl)amino)-2-azabicyclo[2.2.1]heptan-2-yl)methanone